Methyl (S)-5-((6-((2-((tert-butoxycarbonyl)imino)-3-methyl-2,3-dihydro-1H-imidazol-1-yl)methyl)-8-(4-fluoro-2-methylphenyl)-4-oxochroman-3-yl)methyl)-2-fluorobenzoate C(C)(C)(C)OC(=O)N=C1N(C=CN1C)CC=1C=C2C([C@H](COC2=C(C1)C1=C(C=C(C=C1)F)C)CC=1C=CC(=C(C(=O)OC)C1)F)=O